NC=1N=NC(=CC1C=1C(=NN(C1)C1CCN(CC1)C(=O)OC(C)(C)C)C)Cl tert-butyl 4-(4-(3-amino-6-chloropyridazin-4-yl)-3-methyl-1H-pyrazol-1-yl)piperidine-1-carboxylate